O1C=CC2=C1C=C(C=C2)CC(CC)NC (benzofuran-6-yl)-N-methylbutan-2-amine